N[C@@H]1C=2C(=NC(=CC2)CO)CC12CCN(CC2)C=2C=1N(C(=C(N2)C)C2=CC=CC=C2)N=CC1 [(5S)-5-amino-1'-(6-methyl-7-phenyl-pyrazolo[1,5-a]pyrazin-4-yl)spiro[5,7-dihydrocyclopenta[b]pyridine-6,4'-piperidine]-2-yl]methanol